tert-butyl ((1S,3r)-3-(4-(2-chlorophenyl)-5-(pyrimidin-4-yl)-4H-1,2,4-triazol-3-yl)cyclobutyl)carbamate ClC1=C(C=CC=C1)N1C(=NN=C1C1=NC=NC=C1)C1CC(C1)NC(OC(C)(C)C)=O